3-Methylanisole CC=1C=C(C=CC1)OC